FC=1C=C2C(=CC=NC2=CC1)NC1=CC(=CC(=C1)C=1SC=C(C1)C)OC 6-Fluoro-N-(3-Methoxy-5-(4-Methylthiophen-2-yl)phenyl)quinolin-4-amine